BrC1=C(C=CC(=C1)[N+](=O)[O-])CNC 1-(2-bromo-4-nitrophenyl)-N,N-dimethylamine